vinylimidazoline methylsulfate COS(=O)(=O)O.C(=C)N1C=NCC1